4-bromo-1-(4-methoxybenzyl)-1H-benzo[d]imidazol-6-amine BrC1=CC(=CC=2N(C=NC21)CC2=CC=C(C=C2)OC)N